CC=1OC(=CC1C(=O)NC1=NC(=NS1)CC(C)N)C1=CC(=CC=C1)C(F)(F)F 2-Methyl-5-(3-(trifluoromethyl)phenyl)-N-(3-(2-aminopropyl)-1,2,4-thiadiazol-5-yl)furan-3-Formamide